(R or S)-methyl 2-((1H-pyrrolo[2,3-b]pyridin-5-yl)oxy)-4-(2-(2-(2-isopropylphenyl)-4-(4-methoxybenzyl)piperazin-1-yl)-7-azaspiro[3.5]nonan-7-yl)benzoate N1C=CC=2C1=NC=C(C2)OC2=C(C(=O)OC)C=CC(=C2)N2CCC1(CC(C1)N1[C@@H](CN(CC1)CC1=CC=C(C=C1)OC)C1=C(C=CC=C1)C(C)C)CC2 |o1:28|